6-Bromo-4-methyl-4H-indazole BrC1=CC(C2=CN=NC2=C1)C